O=C1NC(CCC1N1C(N(C2=C1C=CC(=C2)C2CC1CCC(C2)N1CC(=O)O)C)=O)=O 2-[3-[1-(2,6-dioxo-3-piperidyl)-3-methyl-2-oxo-benzimidazol-5-yl]-8-azabicyclo[3.2.1]octan-8-yl]acetic acid